FC1(CN(CC[C@H]1NC1=NN2C(C(=N1)OC)=C(C=C2)C=2C=CC1=C(N(N=N1)[C@@H](C(F)(F)F)C)C2)C2COC2)F N-((R)-3,3-difluoro-1-(oxetan-3-yl)piperidin-4-yl)-4-methoxy-5-(1-((R)-1,1,1-trifluoropropan-2-yl)-1H-benzo[d][1,2,3]triazol-6-yl)pyrrolo[2,1-f][1,2,4]triazin-2-amine